N1C(CC1)CC1=C(C2=C(N=NC(=C2)C2=C(C=CC=C2)O)N1)C 2-(6-(azetidin-2-ylmethyl)-5-methyl-7H-pyrrolo[2,3-c]pyridazin-3-yl)phenol